(R)-3-(2-bromophenyl)morpholine hydrobromide Br.BrC1=C(C=CC=C1)[C@H]1NCCOC1